methyl 1-(3-(difluoromethoxy)phenyl)-7-fluoro-3-isopropyl-2-oxo-2,3-dihydro-1H-benzo[d]imidazole-5-carboxylate FC(OC=1C=C(C=CC1)N1C(N(C2=C1C(=CC(=C2)C(=O)OC)F)C(C)C)=O)F